ClC1=NC=C(C(=N1)NC=1C(=NC=CC1)N(C)C)I N3-(2-chloro-5-iodopyrimidin-4-yl)-N2,N2-dimethylpyridine-2,3-diamine